bis(3,4-epoxycyclohexylmethyl) phthalate C(C=1C(C(=O)OCC2CC3C(CC2)O3)=CC=CC1)(=O)OCC1CC3C(CC1)O3